FC1(CCC(CC1)[C@H](NC(=O)C=1N(N=CN1)CCC(F)F)C1=NC2=C(N1)C=C(C=C2)[C@@H](C)NC(CCC(F)(F)F)=O)F N-[(S)-(4,4-Difluorocyclohexyl)-[6-[(1R)-1-(4,4,4-trifluorobutanoylamino)ethyl]-1H-benzimidazol-2-yl]methyl]-2-(3,3-difluoropropyl)-1,2,4-triazole-3-carboxamide